C(C)P(OC)(OC)[O-] Dimethyl ethylphosphite